1-(tert-butyl) 2-methyl (2S,4R)-4-(chlorosulfonyl)pyrrolidine-1,2-dicarboxylate ClS(=O)(=O)[C@@H]1C[C@H](N(C1)C(=O)OC(C)(C)C)C(=O)OC